FC1(CCN(CC1)C(=O)C1=C(C=C(C=C1)C1=NN=C(N1)C)C=1SC=C(N1)C(F)(F)F)F (4,4-difluoro-1-piperidyl)-[4-(5-methyl-4H-1,2,4-triazol-3-yl)-2-[4-(trifluoromethyl)thiazol-2-yl]phenyl]methanone